1-hexatetracontene C=CCCCCCCCCCCCCCCCCCCCCCCCCCCCCCCCCCCCCCCCCCCCC